1,2,5,6,7,8-hexahydro-1,6-naphthyridine-3,6-dicarboxamide N1CC(=CC=2CN(CCC12)C(=O)N)C(=O)N